3-(2-(5-(3-bromobenzylidene)-3-(4-n-butylphenyl)-4-oxothiazolidine-2-ylidene)hydrazono)-5-methyl-1H-indol-2-one BrC=1C=C(C=C2C(N(C(S2)=NN=C2C(NC3=CC=C(C=C23)C)=O)C2=CC=C(C=C2)CCCC)=O)C=CC1